FC1(OC2=C(O1)C=CC(=C2)[C@H](C)OC=2C=C(C=CC2F)N2N=C(C=1CCC[C@@H](C21)OC2=CC=C(C(=NO)N)C=C2)C(F)(F)F)F 4-[[(7S)-1-[3-[(1S)-1-(2,2-difluoro-1,3-benzodioxol-5-yl)ethoxy]-4-fluoro-phenyl]-3-(trifluoromethyl)-4,5,6,7-tetrahydroindazol-7-yl]oxy]-N'-hydroxy-benzamidine